(2R)-4-chloro-2-(6-isoquinolyl)-5-[[(3R)-tetrahydropyran-3-yl]methylamino]pyridazin-3-one ClC=1C(N(N=CC1NC[C@@H]1COCCC1)C=1C=C2C=CN=CC2=CC1)=O